COC=1C=NC=C(C(=O)NCCNC2=NC(=NC(=C2)NC2=CC=C(C=C2)N2CCOCC2)S(=O)C)C1 5-methoxy-N-(2-(2-(methylsulfinyl)-6-(4-morpholinophenylamino)pyrimidin-4-ylamino)ethyl)nicotinamide